[2H]C(C(C)NN)([2H])[2H] (2,2,2-Trideuterio-1-methyl-ethyl)hydrazine